C(C=C)OC=1C=C(C=CC1)NC(=O)C1=CC=C2C=CC=NC2=C1 N-(3-(allyloxy)phenyl)quinoline-7-carboxamide